O1C=CCC=2C1=CN=CC2 4H-pyrano[2,3-c]pyridine